C(#N)CCN(S(=O)(=O)N(C=O)[C@@H]1N2C(N([C@H](CC1)C2)OS(=O)(=O)[O-])=O)C (2S,5R)-2-(N-(N-(2-cyanoethyl)-N-methylaminosulfonyl) formamidyl)-7-oxo-1,6-diazabicyclo[3.2.1]oct-6-ylsulfate